4-(2-bromoethoxy)N,N-dimethylaniline BrCCOC1=CC=C(N(C)C)C=C1